NC=1SC2=C(N1)C(=CC=C2F)C2=C(C=C1C(=NC(N3C1=C2SCC3COC)=O)N3C[C@H]2CC[C@@H](C3)N2)C(F)(F)F 10-(2-amino-7-fluorobenzo[d]thiazol-4-yl)-7-((1R,5S)-3,8-diazabicyclo[3.2.1]octan-3-yl)-3-(methoxymethyl)-9-(trifluoromethyl)-2,3-dihydro-5H-[1,4]thiazino[2,3,4-ij]quinazolin-5-one